FC1=C(C=CC(=C1)F)C1=NN2C(N=C(C=C2)C)=C1C(=O)N[C@@H]1C(NC2=C(C(=N1)C1=CC=CC=C1)C=CC=C2F)=O 2-(2,4-difluorophenyl)-N-[(3S)-9-fluoro-2-oxo-5-phenyl-1,3-dihydro-1,4-benzodiazepine-3-Yl]-5-methylpyrazolo[1,5-a]pyrimidine-3-carboxamide